1-(6-chloro-5-(trifluoromethyl)pyridin-2-yl)-4,4-difluoro-azepane ClC1=C(C=CC(=N1)N1CCC(CCC1)(F)F)C(F)(F)F